8-[5-(5-fluoro-2-methoxypyridin-4-yl)-1H-pyrazole-3-carbonyl]-N-[(1s,4s)-4-(difluoromethyl)-4-methoxycyclohexyl]-8-azabicyclo[3.2.1]octane-3-carboxamide FC=1C(=CC(=NC1)OC)C1=CC(=NN1)C(=O)N1C2CC(CC1CC2)C(=O)NC2CCC(CC2)(OC)C(F)F